4-[(4-chlorophenyl)methyl]piperidin-4-ol ClC1=CC=C(C=C1)CC1(CCNCC1)O